2,6-dihydroxy-1,5-dimethylnaphthalene OC1=C(C2=CC=C(C(=C2C=C1)C)O)C